ClC=1C=2N(C=C(C1)C1(CN(CC1)C(=O)OC(C)(C)C)O)C(=NC2)C tert-Butyl 3-{8-chloro-3-methylimidazo[1,5-a]pyridin-6-yl}-3-hydroxypyrrolidine-1-carboxylate